2-(2-(2-(2-(4-(((6-(2-chloro-4-fluorophenyl)-5-(methoxycarbonyl)-2-phenyl-3,6-dihydropyrimidin-4-yl)methoxy)methyl)-1H-1,2,3-triazol-1-yl)ethoxy)ethoxy)ethoxy)acetic acid ClC1=C(C=CC(=C1)F)C1C(=C(NC(=N1)C1=CC=CC=C1)COCC=1N=NN(C1)CCOCCOCCOCC(=O)O)C(=O)OC